3'-(3-(2-hydroxyethyl)-3-(3-fluorobenzyl)ureido)-[1,1'-biphenyl]-4-carboxamide OCCN(C(NC=1C=C(C=CC1)C1=CC=C(C=C1)C(=O)N)=O)CC1=CC(=CC=C1)F